behenyl alcohol methacrylate C(C(=C)C)(=O)OCCCCCCCCCCCCCCCCCCCCCC